ClC1=CC=C2C(C(=C(N(C2=C1)C(C)C)C1N(CCC1)C(=O)OC(C)(C)C)I)=O tert-butyl 2-(7-chloro-3-iodo-1-isopropyl-4-oxo-1,4-dihydroquinolin-2-yl)pyrrolidine-1-carboxylate